({4-[2-(2,2-dimethylazetidinyl)-2-oxoethyl]phenyl}amino)-N-[(4-fluorophenyl)methyl]carboxamide CC1(N(CC1)C(CC1=CC=C(C=C1)NC(=O)NCC1=CC=C(C=C1)F)=O)C